[4-[(1S,4aS,8aS)-5,5,8a-trimethyl-2-methylene-decahydronaphthalen-1-yl]-2-methyl-but-1-enyl] formate C(=O)OC=C(CC[C@H]1C(CC[C@H]2C(CCC[C@]12C)(C)C)=C)C